8-(4-fluorophenyl)-6-methyl-2-sulfanyl-3H-pyrazolo[1,5-a][1,3,5]triazine-4,7-dione FC1=CC=C(C=C1)C=1C(N(N2C1N=C(NC2=O)S)C)=O